(4-((2-amino-3-chloropyridin-4-yl)oxy)-3-fluorophenyl)-1-(pyridin-3-yl)-5-(trifluoromethyl)-1H-pyrazole-4-carboxamide NC1=NC=CC(=C1Cl)OC1=C(C=C(C=C1)C1=NN(C(=C1C(=O)N)C(F)(F)F)C=1C=NC=CC1)F